FC1([C@@H]([C@H](CCC1)OC1[C@H]2CN(C[C@@H]1CC2)C(C)C)N)F (1R,6S)-2,2-difluoro-6-{[(1R,5S,8R)-3-(propan-2-yl)-3-azabicyclo[3.2.1]oct-8-yl]oxy}cyclohexan-1-amine